COCC1=C(C(=CC=C1)[N+](=O)[O-])COC1=CC=C(OC2CCN(CCC2)C(=O)OC(C)(C)C)C=C1 tert-butyl 4-[4-[[2-(methoxymethyl)-6-nitro phenyl]methoxy]phenoxy]azepane-1-carboxylate